(4-amino-2-(but-3-enyloxy)phenyl)ethanone NC1=CC(=C(C=C1)C(C)=O)OCCC=C